CP(OC(C#C)(C)C)([O-])=O (1,1-dimethyl-2-propynyl) methylphosphonate